COC=1C(=CC2=C(N=C(S2)NC(C(OC2=CC=C(C=C2)C(F)(F)F)C2=CC=C(C=C2)S(=O)(=O)CC)=O)C1)OC N-(5,6-Dimethoxy-benzothiazol-2-yl)-2-(4-ethanesulfonyl-phenyl)-2-(4-trifluoromethyl-phenoxy)-acetamide